C(=O)C1=NC2=CC=C(C=C2C(=C1)NC(C)=O)C(=O)N1CCOCC1 N-(2-formyl-6-(morpholine-4-carbonyl)quinolin-4-yl)acetamide